CC1=CNC2=NC=C(C=C21)C=2C=C1CCNCC1=C(C2)[C@H]2N(CCC2)C(=O)OC(C)(C)C tert-butyl (S)-2-[6-(3-methyl-1H-pyrrolo[2,3-b]pyridin-5-yl)-1,2,3,4-tetrahydroisoquinolin-8-yl]pyrrolidine-1-carboxylate